N-(4-(5-(difluoromethyl)-1,3,4-oxadiazol-2-yl)benzyl)-N-phenylpiperazine-1-thioamide FC(C1=NN=C(O1)C1=CC=C(CN(C(=S)N2CCNCC2)C2=CC=CC=C2)C=C1)F